ClC=1C=NC(=NC1)C1CN(C1)[C@@H]1[C@@H](CCCC1)OC=1C=C2CN(C(C2=CC1)=O)C1C(NC(CC1)=O)=O 3-(5-(((1R,2S)-2-(3-(5-chloropyrimidin-2-yl)azetidin-1-yl)cyclohexyl)oxy)-1-oxoisoindolin-2-yl)piperidine-2,6-dione